Cl.NCCCCCCNC(CCCC)=O (E)-N-(6-aminohexyl)pentanamide hydrochloride